ClC1=CC=2C(=NN(N2)C2=C(C(=CC(=C2)C)C(C)(C)C)O)C=C1 2-[5-chloro-2H-benzotriazol-2-yl]-4-methyl-6-tert-butylphenol